NC=1C=C2C(OC(C2=CC1)=O)CN(C)C 5-amino-3-((dimethylamino)methyl)isobenzofuran-1(3H)-one